CC(C)C(C(CCC)C)C1=CC=C(C=C1)O 4-(2,4-dimethylhept-3-yl)phenol